NC1=CC(=C(OC=2C=C3C(=NNC3=CC2)NC(C(F)(F)F)=O)C(=C1)Cl)Cl (5-(4-amino-2,6-dichlorophenoxy)-1H-indazol-3-yl)-2,2,2-trifluoroacetamide